FC1=CC(=C(C(=O)N)C=C1N1CCN(CC1)C)[N+](=O)[O-] 4-fluoro-5-(4-methylpiperazin-1-yl)-2-nitrobenzamide